N-tert-butyl-N-methyl-indoline-5-sulfonamide C(C)(C)(C)N(S(=O)(=O)C=1C=C2CCNC2=CC1)C